valproyl-amide C(C(CCC)CCC)(=O)[NH-]